(S)-N-(2-fluoro-4-iodo-phenyl)-2-{(R)-4-[4-(2-hydroxy-ethoxy)-phenyl]-2,5-dioxo-imidazolin-1-yl}-3-methyl-butyramide FC1=C(C=CC(=C1)I)NC([C@H](C(C)C)N1C(N[C@@H](C1=O)C1=CC=C(C=C1)OCCO)=O)=O